2-(((2R,3R,4R,5R)-5-(2,4-dioxo-3,4-dihydropyrimidin-1(2H)-yl)-3-hydroxyl-4-methoxytetrahydrofuran-2-yl)methoxy)isoindoline-1,3-dione O=C1N(C=CC(N1)=O)[C@H]1[C@@H]([C@@H]([C@H](O1)CON1C(C2=CC=CC=C2C1=O)=O)O)OC